2-(6-chloro-3-methoxyquinolin-8-yl)-6-methoxy-4-methylbenzo[d]thiazole ClC=1C=C2C=C(C=NC2=C(C1)C=1SC2=C(N1)C(=CC(=C2)OC)C)OC